(S)-1-(tert-butyl) 4-(4,11-diethyl-4-hydroxy-3,14-dioxo-3,4,12,14-tetrahydro-1H-pyrano[3',4':6,7]indolizino[1,2-b]quinolin-9-yl) piperazine-1,4-dicarboxylate N1(CCN(CC1)C(=O)OC1=CC=2C(=C3C(=NC2C=C1)C1=CC2=C(C(N1C3)=O)COC([C@]2(O)CC)=O)CC)C(=O)OC(C)(C)C